[Cl-].ClC=1C(=NC(=CC1)N1CCOCC1)[NH3+] (3-chloro-6-morpholino-2-pyridyl)ammonium chloride